O=C1NC(CCC1N1CC2=CC=C(C(=C2C1=O)F)CNC(OCC1=NN2C(C(CCC2)C(C)(C)C)=C1)=O)=O (4-(tert-butyl)-4,5,6,7-tetrahydropyrazolo[1,5-a]pyridin-2-yl)methyl ((2-(2,6-dioxopiperidin-3-yl)-4-fluoro-3-oxoisoindolin-5-yl)methyl)carbamate